5-bromo-7-(1,3-dioxolan-2-yl)-1-((2-(trimethylsilyl)ethoxy)methyl)-1H-indazole BrC=1C=C2C=NN(C2=C(C1)C1OCCO1)COCC[Si](C)(C)C